COC1=CC=2C(=NN(N2)C2=C(C=C(C=C2O)O)O)C=C1 2-(5-methoxy-2H-benzotriazol-2-yl)-1,3,5-benzenetriol